NC1CCN(CC1)C1=NC(=C(C(N1C)=O)C1=CC=C(C=C1)OC)C1=CC(=C(C=C1)Cl)F 2-(4-amino-piperidin-1-yl)-6-(4-chloro-3-fluoro-phenyl)-5-(4-methoxy-phenyl)-3-methyl-3H-pyrimidin-4-one